5-(Pyridin-3-yl)-1H-benzo[d]imidazol-2(3H)-one N1=CC(=CC=C1)C1=CC2=C(NC(N2)=O)C=C1